(7R,14R)-11-(4-(3-aminooxetan-3-yl)-3-fluorophenyl)-6-(methyl-d3)-1-((triisopropylsilyl)ethynyl)-6,7-dihydro-7,14-methanobenzo[f]benzo[4,5]imidazo[1,2-a][1,4]diazocin-5(14H)-one NC1(COC1)C1=C(C=C(C=C1)C1=CC2=C(N=C3N2[C@H]2C4=C(C(N([C@@H]3C2)C([2H])([2H])[2H])=O)C=CC=C4C#C[Si](C(C)C)(C(C)C)C(C)C)C=C1)F